C=1(N=CN2C1C=NC=C2)C(=O)N imidazo[1,5-a]pyrazine-1-carboxamide